2-[(2R)-3-(3,4-dihydro-1H-isoquinolin-2-yl)-2-hydroxy-propyl]-6-[(2R,6S)-2,6-dimethylmorpholin-4-yl]-3,4-dihydroisoquinolin-1-one C1N(CCC2=CC=CC=C12)C[C@H](CN1C(C2=CC=C(C=C2CC1)N1C[C@H](O[C@H](C1)C)C)=O)O